C(CC(C)C)NC(=O)N1C=NC(=C1)C1=CC=CC=C1 N-iso-Pentyl-4-phenyl-1H-imidazole-1-carboxamide